bis-(methacryloyloxy octyl) phosphate P(=O)(OCCCCCCCCOC(C(=C)C)=O)(OCCCCCCCCOC(C(=C)C)=O)[O-]